(2R,5S)-2,5-bis(hydroxymethyl)pyrrolidine-1-carboxylate OC[C@@H]1N([C@@H](CC1)CO)C(=O)[O-]